FC=1C=NC=C(C1B(O)O)F (3,5-difluoro-4-pyridinyl)boronic acid